COC(=O)[C@@H]1N[C@@H](CC1)CC1CCC(CC1)OC (2R,5S)-5-(((1r,4S)-4-methoxycyclohexyl)methyl)pyrrolidine-2-carboxylic acid methyl ester